O=C1NC(CC[C@H]1C=1C=C(OCC(=O)N2CC3(CC(C3)N3CCN(CC3)C3=CC=C(C=C3)NC3=C4N=CN(C4=NC=N3)C3CC(C3)NC(CC3=CC=CC=C3)=O)CC2)C=CC1)=O N-((1s,3s)-3-(6-((4-(4-(6-(2-(3-(2,6-dioxopiperidin-3-yl)phenoxy)acetyl)-6-azaspiro[3.4]octan-2-yl)piperazin-1-yl)phenyl)amino)-9H-purin-9-yl)cyclobutyl)-2-phenylacetamide